Cl.Cl.C1(CC1)CN1CCNCC1 1-(cyclopropylmethyl)piperazine dihydrochloride